FC=1C(=C(C=CC1F)[C@H]1[C@@H](O[C@]([C@H]1C)(C(F)(F)F)C)C(=O)NC=1C=NC(=CC1)[C@H](CO)O)S(=O)(=O)C (2R,3S,4S,5R)-3-(3,4-difluoro-2-methylsulfonylphenyl)-N-(6-((R)-1,2-dihydroxyethyl)pyridin-3-yl)-4,5-dimethyl-5-(trifluoromethyl)tetrahydrofuran-2-carboxamide